FC1=CC=C(CN(C(=O)NCC2=CC=C(C=C2)OCC(C)C)CCC=2N=CN(C2)C)C=C1 1-(4-Fluoro-benzyl)-3-(4-isobutoxy-benzyl)-1-[2-(1-methyl-1H-imidazol-4-yl)-ethyl]-urea